ethyl 2-cyclohexyl-5-phenylfuran-3-carboxylate C1(CCCCC1)C=1OC(=CC1C(=O)OCC)C1=CC=CC=C1